CC1=C(C=CC(=C1)C2=CC(=C(C=C2)N=NC3=C(C4=C(C=C(C=C4C=C3S(=O)(=O)[O-])S(=O)(=O)[O-])N)O)C)N=NC5=C(C6=C(C=C(C=C6C=C5S(=O)(=O)[O-])S(=O)(=O)[O-])N)O.[Na+].[Na+].[Na+].[Na+] The molecule is an organosulfonate salt that is the tetrasodium salt of 3,3'-[(3,3'-dimethylbiphenyl-4,4'-diyl)didiazene-2,1-diyl]bis(5-amino-4-hydroxynaphthalene-2,7-disulfonic acid). It has a role as a histological dye, a fluorochrome and a carcinogenic agent. It is an organosulfonate salt and an organic sodium salt. It contains a trypan blue(4-).